CN(C1=CC=[N+](C=C1)C(=O)[N-]S(=O)(=O)C=1N=CN(C1)C(C)C)C (4-(dimethylamino)pyridin-1-ium-1-carbonyl)((1-isopropyl-1H-imidazol-4-yl)sulfonyl)amide